[NH4+].FC=1C=C(C(=O)NCC23CCC(CC2)(CC3)C3=NOC(=N3)C3=NC=C(N=C3)C(F)(F)F)C=C(C1O)F 3,5-difluoro-4-hydroxy-N-[(4-{5-[5-(trifluoromethyl)pyrazin-2-yl]-1,2,4-oxadiazol-3-yl}bicyclo[2.2.2]octan-1-yl)methyl]benzamide, ammonium salt